OC1(C(CCC1)N1C(C(=CC2=C1N=C(N=C2)NC2(C(CN(CC2([2H])[2H])S(=O)(=O)C([2H])([2H])[2H])([2H])[2H])[2H])C([2H])([2H])[2H])=O)C (±)-8-(2-hydroxy-2-methylcyclopentyl)-6-(methyl-d3)-2-((1-((methyl-d3)sulfonyl)piperidin-4-yl-3,3,4,5,5-d5)-amino)pyrido[2,3-d]pyrimidin-7(8H)-one